(±)-(4Z)-4-(1,3-Benzothiazol-6-ylmethylene)-2-[(2-hydroxy-2-phenyl-ethyl)amino]-1H-imidazol-5-one S1C=NC2=C1C=C(C=C2)\C=C\2/N=C(NC2=O)NC[C@@H](C2=CC=CC=C2)O |r|